OC1CCN(CC1)C(CNC(=O)C1=CC2=C(N(C(=N2)NC=2SC3=C(N2)C=CC(=C3)Cl)C)C=C1)=O 2-(6-Chloro-benzothiazol-2-ylamino)-1-methyl-1H-benzoimidazole-5-carboxylic acid [2-(4-hydroxy-piperidin-1-yl)-2-oxo-ethyl]-amide